ClC=1C(=NC=C(C1)F)CN1CCN(CC1)C1=C(C(=CC(=C1)CC(C)C)F)C=1N=NNN1 1-[(3-chloro-5-fluoro-2-pyridyl)-methyl]-4-[3-fluoro-5-isobutyl-2-(2H-tetrazol-5-yl)phenyl]piperazine